2-(1-cyclobutyl-6-(2-methyl-2H-tetrazol-5-yl)-1H-benzo[d]imidazol-2-yl)-5-hydroxy-N-(isoxazol-4-yl)-1-methyl-6-oxo-1,6-dihydropyrimidine-4-carboxamide C1(CCC1)N1C(=NC2=C1C=C(C=C2)C=2N=NN(N2)C)C=2N(C(C(=C(N2)C(=O)NC=2C=NOC2)O)=O)C